monogallium(III) mono(2,2'-((5-(4,4-bis(4-(2-(methacryloyloxy)ethoxy)phenyl)pentanamido)-1-carboxylatopentyl)azanediyl)diacetate) C(C(=C)C)(=O)OCCOC1=CC=C(C=C1)C(CCC(=O)NCCCCC(C(=O)[O-])N(CC(=O)[O-])CC(=O)[O-])(C)C1=CC=C(C=C1)OCCOC(C(=C)C)=O.[Ga+3]